1-(5-bromo-2-fluorophenyl)propan-1-one BrC=1C=CC(=C(C1)C(CC)=O)F